N-[(4-isopropyl-2,5-dioxoimidazolidin-4-yl)methyl]-4'-methyl[biphenyl]-2-carboxamide C(C)(C)C1(NC(NC1=O)=O)CNC(=O)C=1C(=CC=CC1)C1=CC=C(C=C1)C